I.C(=N)N formamidine hydroiodic acid salt